NCCN1N=CC(=C1)CCNC1=NC2=C(C3=CN=CC=C13)C=CC(=C2)C(=O)OC Methyl 5-((2-(1-(2-aminoethyl)-1H-pyrazol-4-yl)ethyl)amino)benzo[c][2,6]naphthyridine-8-carboxylate